C(=CC)N1C[C@@H](CCC1)N1N=C(C=2C1=NC=NC2N)C2=CC=C(C1=C2OCO1)NC(=O)C1=NC=CC=C1 (R)-N-(7-(1-(1-propenylpiperidin-3-yl)-4-amino-1H-pyrazolo[3,4-d]pyrimidin-3-yl)benzo[d][1,3]dioxol-4-yl)pyridine-2-carboxamide